bromo-1-(pyridin-2-yl)indole BrC=1N(C2=CC=CC=C2C1)C1=NC=CC=C1